tert-butyl (6-phenoxynicotinoyl)glycinate O(C1=CC=CC=C1)C1=NC=C(C(=O)NCC(=O)OC(C)(C)C)C=C1